FC1=CC=C(C=C1)N1C(C2=CC=C(C=C2C1([2H])[2H])OCC1=NN(C=C1)C)=O (4-fluorophenyl)-5-((1-methyl-1H-pyrazol-3-yl)methoxy)isoindolin-1-one-3,3-d2